BrC1=NNC2=C(C(=C(C=C12)[N+](=O)[O-])F)C(=O)OC methyl 3-bromo-6-fluoro-5-nitro-1H-indazole-7-carboxylate